3,4-dibromo-2,5-dioxo-2,5-dihydropyrrole-1-carboxylic acid methyl ester COC(=O)N1C(C(=C(C1=O)Br)Br)=O